(S)-2-(3-(1,1,1-trifluoro-3-(4-methyl-4H-1,2,4-triazol-3-yl)propan-2-yl)phenyl)-4-(trifluoromethyl)isoindolin-1-one FC([C@@H](CC1=NN=CN1C)C=1C=C(C=CC1)N1C(C2=CC=CC(=C2C1)C(F)(F)F)=O)(F)F